CN(CC(=O)N)CCCCCCCCCCCCCC 2-[methyl-(tetradecyl)amino]acetamide